(S)-8-chloro-4-(neopentylamino)-6-((pyridin-3-yl(1H-1,2,3-triazol-4-yl)methyl)amino)quinoline-3-carbonitrile ClC=1C=C(C=C2C(=C(C=NC12)C#N)NCC(C)(C)C)N[C@H](C=1N=NNC1)C=1C=NC=CC1